tert-butyl 6-(3-cyano-4-methylphenoxy)-3-azabicyclo[3.2.0]heptane-3-carboxylate C(#N)C=1C=C(OC2C3CN(CC3C2)C(=O)OC(C)(C)C)C=CC1C